FC(CCCOC=1C=C2C(N(C(C2=CC1)=O)C1C(NC(CC1)=O)=O)=O)(CN1CCC(CC1)OC1CC(C1)OC1=NC=C(C=C1)C=1C=CC=2C3=C(N(C2C1)C)C=CN=C3)F 5-[4,4-difluoro-5-[4-[3-[[5-(5-methylpyrido[4,3-b]indol-7-yl)-2-pyridinyl]oxy]cyclobutoxy]-1-piperidinyl]pentyloxy]-2-(2,6-dioxo-3-piperidinyl)isoindoline-1,3-dione